(R)-4-(2-(2-Ethylpiperidin-1-yl)-6-isopropylpyrimidine-4-carboxamido)benzoic acid C(C)[C@H]1N(CCCC1)C1=NC(=CC(=N1)C(=O)NC1=CC=C(C(=O)O)C=C1)C(C)C